ClC=1C=CC(=C(C1)C#CC=1C(=CC=NC1)OC)NS(=O)(=O)C=1C=CC(=C2C=CC=NC12)OCC(F)(F)F 5-{5-Chloro-2-[5-(2,2,2-trifluoro-ethoxy)-chinolin-8-sulfonylamino]-phenylethynyl}-4-methoxy-pyridin